FC(C(=O)O)(F)F.COC1=C(C=C(C(=C1)OC1=CC2=C(N(N=N2)C)C=C1)C)NC1=NC=NC2=C1N=C(N=C2)N2CCN(CC2)C(C=C)=O 1-(4-(8-((2-methoxy-5-methyl-4-((1-methyl-1H-benzo[d][1,2,3]triazol-5-yl)oxy)phenyl)amino)pyrimido[5,4-d]pyrimidin-2-yl)piperazin-1-yl)prop-2-en-1-one 2,2,2-trifluoroacetate